C(CC(C)C)(=O)C1C(C2=CC=CC=C2C1=O)=O 2-isovaleryl-indane-1,3-dione